N,N'-bis-[4-(N,N-diphenyl-amino)phenyl]Benzidine C1(=CC=CC=C1)N(C1=CC=CC=C1)C1=CC=C(C=C1)NC1=CC=C(C=C1)C1=CC=C(NC2=CC=C(C=C2)N(C2=CC=CC=C2)C2=CC=CC=C2)C=C1